4-(4-Methoxyphenyl)butan COC1=CC=C(C=C1)CCCC